CN1N=CC=C1C[C@@H]1CC[C@H](CC1)C(=O)O trans-4-[(2-methylpyrazol-3-yl)methyl]cyclohexanecarboxylic acid